2,4,4,4-tetrafluoro-3-(trifluoromethyl)-1-butene FC(=C)C(C(F)(F)F)C(F)(F)F